N-methyl-N-((1-(3-(trifluoromethyl)phenyl)-1H-tetrazol-5-yl)methyl)cyclohexanamine CN(C1CCCCC1)CC1=NN=NN1C1=CC(=CC=C1)C(F)(F)F